4-methoxybenzenesulfonyl chloride COC1=CC=C(C=C1)S(=O)(=O)Cl